FC1=CC(=C(C=C1)N1CN(C(C2=C1C=NC=C2)=O)C=2C(=NC(=CC2)OC)C)C 1-(4-fluoro-2-methylphenyl)-3-(6-methoxy-2-methylpyridin-3-yl)-2,3-dihydropyrido[3,4-d]pyrimidin-4(1H)-one